COC1=NC(=NC=C1C(=O)NC1=C(C=CC=C1)C(F)(F)F)NC1=CC(=C(C=C1)C1CCN(CC1)C)C 4-methoxy-2-((3-methyl-4-(1-methylpiperidin-4-yl)phenyl)amino)-N-(2-(trifluoromethyl)phenyl)pyrimidine-5-carboxamide